O1C(=CC=C1)CC1C(NC1C)C 3-(furan-2-ylmethyl)-2,4-dimethylazetidine